C(C1=CC=CC=C1)NC(CN(C)CC1=CC=C(C=C1)Br)=O N-Benzyl-2-((4-bromobenzyl)(methyl)amino)acetamide